3-benzyl-2,6-difluoro-pyridine C(C1=CC=CC=C1)C=1C(=NC(=CC1)F)F